C[Si](CCOCN1C=NC2=C1C=CC(=C2)[C@@H](C)N)(C)C (R)-1-(1-((2-(trimethylsilyl)ethoxy)methyl)-1H-benzo[d]imidazol-5-yl)ethan-1-amine